CN(C=1C=C(C(=O)NC2CCC(CC2)NC2=CC(=NC3=CC=CC=C23)C(F)(F)F)C=C(C1)F)C 3-(dimethylamino)-5-fluoro-N-[(1s,4s)-4-{[2-(trifluoromethyl)quinolin-4-yl]amino}cyclohexyl]benzamide